OC1(CCN(CC1)C(C[C@@H](C)C1=CC=CC=C1)=O)CN1C=NC(=CC1=O)OC (R)-3-((4-Hydroxy-1-(3-phenylbutanoyl)piperidin-4-yl)methyl)-6-methoxypyrimidin-4(3H)-one